FC1=NC(=C(C(=C1N)N)F)F 2,5,6-trifluoro-3,4-pyridinediamine